FC(OC1=CC=C(N=N1)C(=O)OCC)F ethyl 6-(difluoromethoxy)pyridazine-3-carboxylate